C1=COC(=C1Br)C(=O)O bromofuroic acid